5-isopropylisoxazole-3-carboxamide C(C)(C)C1=CC(=NO1)C(=O)N